C(NC(C1=CN=CC=C1NC1=CC=CC=2C=3C(CN(C12)C)=CN(N3)C([2H])([2H])[2H])=O)([2H])([2H])[2H] N-(methyl-d3)-4-((5-methyl-2-(methyl-d3)-4,5-dihydro-2H-pyrazolo[4,3-c]quinolin-6-yl)amino)nicotinamide